ClC1=C(C(=CC(=C1)OCC=1C(=NOC1C1CC1)C1=C(C=CC=C1Cl)Cl)Cl)C#CC=1C=C(C(=O)O)C=CC1 3-((2,6-dichloro-4-((5-cyclopropyl-3-(2,6-dichlorophenyl)isoxazol-4-yl)methoxy)phenyl)ethynyl)benzoic acid